N1=CC(=CC=C1)CNC=1C=C2CCN(CC2=CC1C1=CC=C(C=C1)C(F)(F)F)C(C=C)=O 1-(6-((pyridin-3-ylmethyl)amino)-7-(4-(trifluoromethyl)phenyl)-3,4-dihydroisoquinolin-2(1H)-yl)prop-2-en-1-one